C(C)(C)(C)OOC(C)(C)C1=CC(=CC=C1)C(C)(C)OOC(C)(C)C (dl)-1,3-di(t-butylperoxyisopropyl)benzene